(4-(piperazin-1-yl)phenyl)piperidine-2,6-dione N1(CCNCC1)C1=CC=C(C=C1)N1C(CCCC1=O)=O